FC1=CC=2N(C=C1C1CCN(CC1)S(=O)(=O)C=1N=NN(C1)C)N=CN2 7-fluoro-6-(1-((1-methyl-1H-1,2,3-triazol-4-yl)sulfonyl)piperidin-4-yl)-[1,2,4]triazolo[1,5-a]pyridine